C(=O)(O)C=1C=C(C=C(C1)N1C(C2=CC=C(C=C2C1=O)C(=O)O)=O)N1C(C2=CC=C(C=C2C1=O)C(=O)O)=O 2,2'-(5-carboxy-1,3-phenylene)bis(1,3-dioxoisoindoline-5-carboxylic acid)